1-((3R,4S)-3-fluoro-4-((5-(1-(2-fluoroethyl)-1H-benzo[d]imidazol-6-yl)-4-methoxypyrrolo[2,1-f][1,2,4]triazin-2-yl)amino)piperidin-1-yl)ethan-1-one-2,2,2-d3 F[C@@H]1CN(CC[C@@H]1NC1=NN2C(C(=N1)OC)=C(C=C2)C=2C=CC1=C(N(C=N1)CCF)C2)C(C([2H])([2H])[2H])=O